2-HEPTYNOIC ACID C(C#CCCCC)(=O)O